FC1=NC=C(C=C1N)B1OC(C(O1)(C)C)(C)C 2-fluoro-5-(4,4,5,5-tetramethyl-1,3,2-dioxaborolan-2-yl)pyridin-3-amine